3-((9-(1-cyclohexyl-1,2,3,6-tetrahydropyridin-4-yl)-1-methyl-6,7-dihydro-5H-benzo[c][1,2,3]triazolo[1,5-a]azepin-7-yl)amino)benzonitrile 2,2,2-trifluoroacetate FC(C(=O)O)(F)F.C1(CCCCC1)N1CCC(=CC1)C1=CC2=C(C=3N(CCC2NC=2C=C(C#N)C=CC2)N=NC3C)C=C1